gamma-aminobutylbenzene NC(CCC1=CC=CC=C1)C